5-(5-ethyl-1,2,4-oxadiazol-3-yl)-2,3-dihydro-1H-inden C(C)C1=NC(=NO1)C=1C=C2CCCC2=CC1